FC1=C(C#N)C=CC(=C1)C1=NC(=CC(=C1C1=CC(=C(C=C1)OC)F)O)N1CCC(CC1)NC 2-fluoro-4-(3-(3-fluoro-4-methoxy-phenyl)-4-hydroxy-6-(4-(methylamino)piperidin-1-yl)pyridin-2-yl)benzonitrile